4-(cyclohexyloxy)-6-(1H-pyrazol-1-yl)-N-(trifluoromethyl)-1,3,5-triazin-2-amine C1(CCCCC1)OC1=NC(=NC(=N1)N1N=CC=C1)NC(F)(F)F